CC1=CC=C(C(=O)C2=CC=C(C=C2)OC)C=C1 4-methyl-4'-methoxybenzophenone